BrC=1C=C(C2=C(NC(N2)=O)C1)Cl 6-bromo-4-chloro-1H-benzo[d]imidazol-2(3H)-one